(R)-6-acetyl-3-(trifluoromethyl)-5,6,6a,7,9,10-hexahydro-8H-pyrazino[1,2-a]pyrido[3,2-e]pyrimidin C(C)(=O)N1[C@H]2N(C3=C(C1)C=C(C=N3)C(F)(F)F)CCNC2